hydroquinone copper [Cu].C1(O)=CC=C(O)C=C1